n-butyl-4,4-bis(t-butylperoxy)-valerate C(CCC)OC(CCC(C)(OOC(C)(C)C)OOC(C)(C)C)=O